6-(2'-((Cyclohexylamino)Methyl)-[1,1'-Biphenyl]-4-yl)-2-Methyl-1H-benzo[d]Imidazol C1(CCCCC1)NCC1=C(C=CC=C1)C1=CC=C(C=C1)C=1C=CC2=C(NC(=N2)C)C1